methyl-(E)-4-[2-[2-[2-[2-[2-[bis(tert-butoxycarbonyl)amino] ethoxy]ethoxy]ethoxy]ethoxy]ethyl-methyl-amino]but-2-enoate COC(\C=C\CN(C)CCOCCOCCOCCOCCN(C(=O)OC(C)(C)C)C(=O)OC(C)(C)C)=O